zinc carbon bismuth [Bi].[C].[Zn]